[IH]1(CCCCC1)=O iodinane oxide